O-tolylglycine C1(=C(C=CC=C1)OC(CN)=O)C